ClC=1C=NC(=C(C(=O)NC2CCC(CC2)CN2C(N(C3=C2C=CC=C3)C=3C=NC(=CC3)C3CCOCC3)=O)C1)C 5-chloro-2-methyl-N-((1r,4r)-4-((2-oxo-3-(6-(tetrahydro-2H-pyran-4-yl)pyridin-3-yl)-2,3-dihydro-1H-benzo[d]imidazol-1-yl)methyl)cyclohexyl)nicotinamide